C1=NC2=NNN=C2C(=O)N1 The molecule is a triazolopyrimidine that consists of 1,4-dihydro-7H-[1,2,3]triazolo[4,5-d]pyrimidine bearing an oxo substituent at position 7. It has a role as an antimalarial and an EC 2.4.2.8 (hypoxanthine phosphoribosyltransferase) inhibitor. It is a nucleobase analogue and a member of triazolopyrimidines.